(2r,6s)-6-((4-bromophenoxy)methyl)-2-methyl-2-((oxetan-3-yloxy)methyl)-1,4-dioxane BrC1=CC=C(OC[C@@H]2COC[C@@](O2)(COC2COC2)C)C=C1